FC(C1=CC=C(C=C1)CC[C@@]12CCC[C@H]1[C@@H]1CC=C3C[C@H](CC[C@]3(C)[C@H]1CC2)O)(F)F (4-trifluoromethylphenylmethyl)-androsta-5-en-3beta-ol